C(C1=CC=CC=C1)OC(=O)N1[C@H](CN(CC1)C=1C2=C(N=C(N1)OC[C@H]1N(CCC1)C(=O)OC(C)(C)C)CN(CC2)CC2=CC=CC=C2)CC#N (S)-4-{7-benzyl-2-[((S)-1-(tert-butoxycarbonyl)pyrrolidin-2-yl)methoxy]-5,6,7,8-tetrahydropyridino[3,4-d]pyrimidin-4-yl}-2-(cyanomethyl)piperazine-1-carboxylic acid benzyl ester